SC1=CC=CC=2N=C(NC21)S dimercaptobenzimidazole